4-(4-(2,3-difluoro-4-methoxyphenyl)-1H-1,2,3-triazol-1-yl)-2-(hydroxymethyl)-5-methoxytetrahydro-2H-pyran-3-ol FC1=C(C=CC(=C1F)OC)C=1N=NN(C1)C1C(C(OCC1OC)CO)O